C1(=CC=CC=C1)CCCC1CCN(CC1)C(=O)OCC1=CC=CC=C1 benzyl 4-(3-phenylpropyl)piperidine-1-carboxylate